C=1N=CN2C1C1=CC=CC=C1[C@@H]2[C@@H]2[C@H](CNCC2)O (3R,4R)-4-[(5s)-5H-imidazo[4,3-a]isoindol-5-yl]piperidin-3-ol